METHYL-3-(TRIFLUOROMETHYL)PHENETHYLAMINE HYDROCHLORIDE Cl.CNCCC1=CC(=CC=C1)C(F)(F)F